N[C@H](CC(=O)OC(C)(C)C)C(=O)NCCC1=CC(=C(C=C1)O)O tert-butyl (3R)-3-amino-4-[2-(3,4-dihydroxyphenyl)ethylamino]-4-oxo-butanoate